BrC1=C(N=C2N1C=C(C=C2)F)C(F)(F)F 3-bromo-6-fluoro-2-(trifluoromethyl)imidazo[1,2-a]pyridine